NC1=C(C=C(C=N1)C=1C=C2N(N1)CC[C@]21CN(CC1)C[C@@H]1CCC(N1)=O)O[C@H](C)C1=CC=CC=C1 (5S)-5-{[(3R)-2'-{6-amino-5-[(1R)-1-phenylethoxy]pyridin-3-yl}-5',6'-dihydrospiro[pyrrolidine-3,4'-pyrrolo[1,2-b]pyrazol]-1-yl]methyl}pyrrolidin-2-one